C1(CC1)=C1CN(CC1)C(=O)OC(C)(C)C tert-butyl 3-cyclopropylidenepyrrolidine-1-carboxylate